C1=C(C=CC2=CC=CC=C12)N(C1=CC=C(C=C1)N(C1=CC=CC=C1)C1=CC2=CC=CC=C2C=C1)C1=CC=CC=C1 N,N'-di(2-naphthyl)-N,N'-diphenyl-1,4-phenylenediamine